2-(4-(5-(1H-pyrazol-4-yl)-1H-benzo[d]imidazol-1-yl)phenyl)-N-(3-(tert-butyl)isothiazol-5-yl)acetamide N1N=CC(=C1)C1=CC2=C(N(C=N2)C2=CC=C(C=C2)CC(=O)NC2=CC(=NS2)C(C)(C)C)C=C1